N-isopropyl-5-(4-isopropylphenyl)thiophene-2-carboxamide C(C)(C)NC(=O)C=1SC(=CC1)C1=CC=C(C=C1)C(C)C